Tetrathiatetracene C1=CC=C2C=C3C=C4C(=CC3=CC2=C1)SSSS4